N,N-Dibenzyl-2-aminoethanol C(C1=CC=CC=C1)N(CCO)CC1=CC=CC=C1